F[B-](F)(F)F.C(CCC)N1CN(C=C1)C 1-butyl-3-methylimidazole-tetrafluoroborate salt